FC(C1=CC=C(C=C1)NC=1C(=NC=CN1)N1CCN(CC1)C(C=C)=O)(F)F 1-(4-(3-((4-(trifluoromethyl)phenyl)amino)pyrazin-2-yl)piperazin-1-yl)prop-2-en-1-one